3,7-dihydro-4H-pyrrolo[2,3-d]pyrimidine-4-one N1=CNC(C2=C1NC=C2)=O